methyl 5-{5-[2-({2-[(2-amino-5-bromophenyl) amino] ethyl} (2,2-difluoroethyl) amino) ethoxy]-1-methylpyrazol-4-yl}-1-methyl-6-oxopyridine-3-carboxylate NC1=C(C=C(C=C1)Br)NCCN(CCOC1=C(C=NN1C)C1=CC(=CN(C1=O)C)C(=O)OC)CC(F)F